6-{5-chloro-2-[(oxacyclohex-4-yl)amino]pyrimidin-4-yl}-2-[2-(oxacyclopent-2-yl)ethyl]-2,3-dihydro-1H-isoindol-1-one ClC=1C(=NC(=NC1)NC1CCOCC1)C1=CC=C2CN(C(C2=C1)=O)CCC1OCCC1